1-((1-((1-methoxypropan-2-yl)oxy)propan-2-yl)oxy)propan-2-amin COCC(C)OCC(C)OCC(C)N